1-(3-methoxypropyl)-benzimidazole COCCCN1C=NC2=C1C=CC=C2